3,4-dihydroxypyrrolidine-1-sulfonamide OC1CN(CC1O)S(=O)(=O)N